FC1=C(C=C(C(=C1)F)F)F 1,2,4,5-Tetrafluorobenzol